(S)-6-(1-amino-1,3-dihydrospiro[indene-2,4'-piperidine]-1'-yl)-3-(1-(2-chloro-3-methoxyphenyl)vinyl)-1H-pyrazole N[C@@H]1C2=CC=CC=C2CC12CCN(CC2)C2=CC=C(C(=C2C(=C)C2=NNC=C2)Cl)OC